3-[2-Hydroxy-4-(trifluoromethyl)-phenyl]-4-methyl-6-[(1,5,5-trimethyl-3-piperidyl)amino]-1,2,4-triazin-5-one OC1=C(C=CC(=C1)C(F)(F)F)C1=NN=C(C(N1C)=O)NC1CN(CC(C1)(C)C)C